6-(4-{6-[(3R)-3-(tert-butylamino)pyrrolidin-1-yl]pyridazin-3-yl}-3-(methoxymethoxy)phenyl)-3-methylpyrimidin-4-one C(C)(C)(C)N[C@H]1CN(CC1)C1=CC=C(N=N1)C1=C(C=C(C=C1)C1=CC(N(C=N1)C)=O)OCOC